(E)-3-propylnon-2-ene C(CC)\C(=C/C)\CCCCCC